1-(4-benzyl-morpholin-2-yl)-2-ethoxyprop-2-en-1-one C(C1=CC=CC=C1)N1CC(OCC1)C(C(=C)OCC)=O